3-([1,1'-biphenyl]-4-yl)-3-((2-fluorophenyl)amino)propionic acid C1(=CC=C(C=C1)C(CC(=O)O)NC1=C(C=CC=C1)F)C1=CC=CC=C1